(4-((2-(1H-pyrazol-4-yl)ethyl)amino)-5,6-dimethylpyrimidin-2-yl)(2-phenylpyrrolidin-1-yl)methanone N1N=CC(=C1)CCNC1=NC(=NC(=C1C)C)C(=O)N1C(CCC1)C1=CC=CC=C1